S(=O)(=O)(O)CCCC[N+]1=CC=CC=C1 1-(4-sulfobutyl)pyridinium